6-chloro-N-(5-chloro-3,6-difluoro-2-pyridinyl)-7-methoxy-1H-indole-3-sulfonamide ClC1=CC=C2C(=CNC2=C1OC)S(=O)(=O)NC1=NC(=C(C=C1F)Cl)F